BrC=1C2=C(C(NC1)=O)N(C=N2)COCC[Si](C)(C)C 7-bromo-3-((2-(trimethylsilyl)ethoxy)methyl)-5H-imidazo[4,5-c]pyridin-4-one